CC1=NC(=NO1)CCO 2-(5-methyl-1,2,4-Oxadiazol-3-yl)ethan-1-ol